3-methylazetidine-3-carboxylate CC1(CNC1)C(=O)[O-]